N-[(1S)-1-[4-(3-cyclopropylimidazol-4-yl)phenyl]ethyl]thieno[2,3-d]pyrimidin-4-amine C1(CC1)N1C=NC=C1C1=CC=C(C=C1)[C@H](C)NC=1C2=C(N=CN1)SC=C2